ClC1=CC(=C(C=C1)[C@@H](C)C1=CC=CC2=C1N=C1N2CCN(C1)CC=1N(C2=C(N1)C=CC(=C2)C(=O)O)C[C@H]2OCC2)F 2-({9-[(1S)-1-(4-chloro-2-fluorophenyl)ethyl]-1,2,3,4-tetrahydrobenzo[4,5]imidazo[1,2-a]pyrazin-2-yl}methyl)-3-{[(2S)-oxetan-2-yl]methyl}benzo[d]imidazole-5-carboxylic acid